BrC=1C=C(C=CC1)C1(CCC1)CC1=NN=CN1C 3-((1-(3-bromophenyl)cyclobutyl)methyl)-4-methyl-4H-1,2,4-triazole